6-(2-amino-5-(4-((1R,5S)-8-methyl-3,8-diazabicyclo[3.2.1]octan-3-yl)phenyl)pyridin-3-yl)-3,4-dihydroisoquinolin-1(2H)-one NC1=NC=C(C=C1C=1C=C2CCNC(C2=CC1)=O)C1=CC=C(C=C1)N1C[C@H]2CC[C@@H](C1)N2C